(6-((5-bromo-2-((2-methoxy-5-(1-methyl-1H-pyrazol-4-yl)-4-(5-methyl-2,5-diazabicyclo[2.2.1]hept-2-yl) phenyl) amino) pyrimidin-4-yl) amino) quinoxalin-5-yl) dimethylphosphinate CP(OC1=C2N=CC=NC2=CC=C1NC1=NC(=NC=C1Br)NC1=C(C=C(C(=C1)C=1C=NN(C1)C)N1C2CN(C(C1)C2)C)OC)(=O)C